4-methyl-3-oxopiperidine-1,4-dicarboxylic acid 1-tert-butyl ester 4-ethyl ester C(C)OC(=O)C1(C(CN(CC1)C(=O)OC(C)(C)C)=O)C